2-cyano-1-[4-(7H-pyrrolo[2,3-d]pyrimidin-4-yl)-1H-pyrazol-1-yl]ethyl{phenyl}-3-(trifluoromethyl)benzamide C(#N)CC(N1N=CC(=C1)C=1C2=C(N=CN1)NC=C2)C2=C(C(=C(C(=O)N)C=C2)C2=CC=CC=C2)C(F)(F)F